Cholesterol chlorid [Cl-].CC(C)CCC[C@@H](C)[C@H]1CC[C@H]2[C@@H]3CC=C4C[C@@H](O)CC[C@]4(C)[C@H]3CC[C@]12C